FC1=C(N=CC2=C1N=C(N=C2N2CC1CCC(C2)N1C(=O)OC(C)(C)C)S(=O)(=O)C)C1=CC(=CC2=CC=CC(=C12)C)OCOC tert-butyl 3-(8-fluoro-7-(3-(methoxymethoxy)-8-methylnaphthalen-1-yl)-2-(methylsulfonyl) pyrido[4,3-d]pyrimidin-4-yl)-3,8-diazabicyclo[3.2.1]octane-8-carboxylate